PRENYL ACETATE (3-methylbut-2-en-1-yl acetate) CC(=CCCC(=O)O)C.C(C)(=O)OCC=C(C)C